(R)-3-bromopiperidine-2,6-dione Br[C@H]1C(NC(CC1)=O)=O